5,10-bis(2-naphthyl)-5,10-dihydrophenazine C1=C(C=CC2=CC=CC=C12)N1C=2C=CC=CC2N(C2=CC=CC=C12)C1=CC2=CC=CC=C2C=C1